O[C@@H]1C[C@@H](CCC1)NC1=NC(=NC=C1C(=O)N)NC1CCC(CC1)NC 4-((1R,3S)-3-hydroxycyclohexylamino)-2-((1r,4R)-4-(methylamino)cyclohexylamino)pyrimidine-5-carboxamide